FC(C1=CC=C(C=N1)NC(NCCCCCCCCCCCCCCC(=O)O)=O)(F)F 15-(3-(6-(trifluoromethyl)pyridin-3-yl)ureido)pentadecanoic acid